CSC1=C(N)C=CC(=C1)OC1=CC=NC=C1 2-methylsulfanyl-4-(4-pyridyloxy)aniline